2-(2,6-dioxopiperidin-3-yl)-5-((R)-3-(((1-(2-(4-(1,2-diphenylbuta-1-En-1-yl)phenoxy)ethyl)piperidin-4-yl)methyl)amino)piperidin-1-yl)isoindoline-1,3-dione O=C1NC(CCC1N1C(C2=CC=C(C=C2C1=O)N1C[C@@H](CCC1)NCC1CCN(CC1)CCOC1=CC=C(C=C1)C(=C(CC)C1=CC=CC=C1)C1=CC=CC=C1)=O)=O